6-fluoro-1,3-dihydro-1,3,4-triaza-2-indenone FC1=CN=C2NC(NC2=C1)=O